tert-butyl (5-cyano-6-ethylpyridin-2-yl)carbamate C(#N)C=1C=CC(=NC1CC)NC(OC(C)(C)C)=O